(2R)-2-amino-2-phenylacetic acid N[C@@H](C(=O)O)C1=CC=CC=C1